tert-butyl 3-cyclopropyl-5-(2-{1-[3-(methoxymethyl)phenyl]pyrazol-4-yl}acetamido)pyrazole-1-carboxylate C1(CC1)C1=NN(C(=C1)NC(CC=1C=NN(C1)C1=CC(=CC=C1)COC)=O)C(=O)OC(C)(C)C